CO[C@@H]1CC[C@H](CC1)NC(=O)C=1C=NN2C1C=C(C=C2)C2=CNC=1N=C(N=CC12)NCC(F)(F)F N-(trans-4-methoxycyclohexyl)-5-(2-((2,2,2-trifluoroethyl)amino)-7H-pyrrolo[2,3-d]pyrimidin-5-yl)pyrazolo[1,5-a]pyridine-3-carboxamide